C1=CC=CC=2C3=CC=CC=C3C(C12)CC(C(NCC(NCC(C[C@@H]1CN(CC1)C(=O)OC(C)(C)C)=O)=O)=O)=O tert-butyl (R)-3-(10-(9H-fluoren-9-yl)-5,8-dioxo-2,9-dioxo-4,7-diazadecyl)pyrrolidine-1-carboxylate